ClC1=C2C=NN(C2=C(C=C1)C(=O)NC1CC2(CC(C2)C(=O)O)C1)[C@@H](C)C1=CC=C(C=C1)C1=CC(=CC(=C1)OC)C#N (Ra)-6-(4-chloro-1-((S)-1-(3'-cyano-5'-methoxy-[1,1'-biphenyl]-4-yl)-ethyl)-1H-indazole-7-carboxamido)spiro[3.3]heptane-2-carboxylic acid